C(C)(C)(C)C1=CC=C(C=C1)NC1=NC(=NC=C1Cl)Cl N-(4-(tert-butyl)phenyl)-2,5-dichloropyrimidin-4-amine